[4-(phenoxy)phenyl](2-methoxyphenyl)sulfoxide O(C1=CC=CC=C1)C1=CC=C(C=C1)S(=O)C1=C(C=CC=C1)OC